(S)-quinuclidin-3-yl ((R)-5-(4-butoxy-3-chlorophenyl)-2,2-dimethyl-2,3-dihydro-1H-inden-1-yl)carbamate C(CCC)OC1=C(C=C(C=C1)C=1C=C2CC([C@H](C2=CC1)NC(O[C@@H]1CN2CCC1CC2)=O)(C)C)Cl